2,3,4,5-tetrafluoro-6-(trifluoromethyl)-phenylacetic acid FC1=C(C(=C(C(=C1F)F)F)C(F)(F)F)CC(=O)O